3-(2-fluorophenyl)-2-(3-nitrobenzyl)-2,6-dihydropyrrolo[3,4-c]pyrazole-5(4H)-carboxylic acid tert-butyl ester C(C)(C)(C)OC(=O)N1CC2=NN(C(=C2C1)C1=C(C=CC=C1)F)CC1=CC(=CC=C1)[N+](=O)[O-]